N-((6-(4-carbamoylphenyl)pyridin-3-yl)methyl)-4-methoxy-6-(1H-pyrazol-1-yl)nicotinamide C(N)(=O)C1=CC=C(C=C1)C1=CC=C(C=N1)CNC(C1=CN=C(C=C1OC)N1N=CC=C1)=O